(R)-2-(N-[4-amino-5-(6-methoxypyridine-3-carbonyl)thiazol-2-yl]-4-chloro-3-fluoro-anilino)propanamide NC=1N=C(SC1C(=O)C=1C=NC(=CC1)OC)N(C1=CC(=C(C=C1)Cl)F)[C@@H](C(=O)N)C